tert-butyl N-[(3R,4S)-4-fluoropyrrolidin-3-yl]carbamate F[C@@H]1[C@@H](CNC1)NC(OC(C)(C)C)=O